C(C1=CN=CC=C1)(=O)O.[Na] sodium hydrogen nicotinate